NC=1N=C(C2=C(N1)C=CN2CC2=C(C=C(C=C2)CO)OC)Cl {4-[(2-amino-4-chloro-5H-pyrrolo[3,2-d]pyrimidin-5-yl)methyl]-3-methoxyphenyl}methanol